2-{[(2R,7aS)-2-fluorotetrahydro-1H-pyrrolizin-7a(5H)-yl]methoxy}-6-methoxy-7H-purine F[C@@H]1C[C@@]2(CCCN2C1)COC1=NC(=C2NC=NC2=N1)OC